1-(6-(2,6-dimethylphenoxy)-7-fluoro-4-oxo-3,4-dihydroquinazolin-2-yl)-1H-pyrazole-4-carboxylic acid CC1=C(OC=2C=C3C(NC(=NC3=CC2F)N2N=CC(=C2)C(=O)O)=O)C(=CC=C1)C